ClC1=C(C=C(C=C1)[C@@H]1N(OCC1)C1=CC(=NC=N1)NC=1C(=CC(=C(C1)NC(C=C)=O)N1CCOCC1)OC)F N-(5-((6-((R)-3-(4-chloro-3-fluorophenyl)-isoxazolidine-2-yl)pyrimidine-4-yl)amino)-4-methoxy-2-morpholinophenyl)acrylamide